3-(3-oxo-1,3,6,7,8,9-hexahydro-2H-pyrrolo[3,4-h]isoquinolin-2-yl)piperidine-2,6-dione O=C1N(CC2=C1C=CC=1CCNCC21)C2C(NC(CC2)=O)=O